4-(3-Fluorobenzyl)-6-(3-methoxyphenyl)pyrimidine-2,4-diamine FC=1C=C(CC2(NC(=NC(=C2)C2=CC(=CC=C2)OC)N)N)C=CC1